5-(3-methoxyphenyl)-1,2-oxazol COC=1C=C(C=CC1)C1=CC=NO1